(3S)-3,4-Dihydroxy-N-methoxy-N-methylbutanamide O[C@@H](CC(=O)N(C)OC)CO